10-[(1,7-dimethylindazol-5-yl)methyl]-12,18-dimethyl-6,9,12,18,24,26-hexazapentacyclo[20.5.2.11,4.13,7.025,28]hentriaconta-3,5,7(30),20,22(29),23,25(28)-heptaene-8,11,27-trione CN1N=CC2=CC(=CC(=C12)C)CC1NC(C=2N=CC3=C(CC4(C(NC=5N=CC(C=CCN(CCCCCN(C1=O)C)C)=CC45)=O)C3)C2)=O